4-((6-chloro-1-methyl-1H-pyrazolo[3,4-d]pyrimidin-4-yl)aminomethyl)benzenesulfonamide ClC1=NC(=C2C(=N1)N(N=C2)C)NCC2=CC=C(C=C2)S(=O)(=O)N